COC1=C(C=CC=C1[N+](=O)[O-])C1(CC1)C(=O)OC methyl 1-(2-methoxy-3-nitrophenyl)cyclopropane-1-carboxylate